CC1(CC1)C(=O)N1CCC(CC1)C1CN(C1)[C@@H]1[C@H](CCCC1)OC=1C=C2CN(C(C2=CC1)=O)C1C(NC(CC1)=O)=O 3-(5-(((1S,2S)-2-(3-(1-(1-methylcyclopropane-1-carbonyl)piperidin-4-yl)-azetidin-1-yl)cyclohexyl)-oxy)-1-oxoisoindolin-2-yl)-piperidine-2,6-dione